Cl.COC(=O)[C@@H]1NCCCC1 (R)-piperidine-2-carboxylic acid methyl ester HCl salt